Cl.N[C@](C(=O)N1CCN(CC1)C(=O)NC1=NC(N(C=C1)C1=CC(=C(C=C1)CCN1CCC(CCC1)N)C)=O)(CO)C 4-((S)-2-Amino-3-hydroxy-2-methylpropanoyl)-N-(1-(4-(2-(4-aminoazepan-1-yl)ethyl)-3-methylphenyl)-2-oxo-1,2-dihydropyrimidin-4-yl)piperazine-1-carboxamide hydrochloride salt